C(C)(C)(C)OC(C1=CC(=CC=C1)C1=NC=C(C=C1)NC(C1=C(C=CC(=C1)C#N)Cl)=O)=O 3-(5-(2-chloro-5-cyanobenzamido)pyridin-2-yl)benzoic acid tert-butyl ester